(4-(3-(benzo[d]thiazol-2-ylamino)-2,6-dimethylbenzyl)piperazin-1-yl)(cyclopentyl)methanone tert-butyl-(3S,9aR/S)-3-methyloctahydro-2H-pyrazino[1,2-a]pyrazine-2-carboxylate C(C)(C)(C)OC(=O)N1C[C@@H]2N(C[C@@H]1C)CCNC2.S2C(=NC1=C2C=CC=C1)NC=1C(=C(CN2CCN(CC2)C(=O)C2CCCC2)C(=CC1)C)C |&1:9|